(R)-1-(3-cyclopropylphenyl)ethane-1-amine hydrochloride Cl.C1(CC1)C=1C=C(C=CC1)[C@@H](C)N